C(C1CO1)OC(C(=C)C)=O.C(=C)S(=O)(=O)[O-].[Na+] sodium vinyl-sulfonate glycidyl-methacrylate